diphenylphosphonic acid iron [Fe].C1(=CC=CC=C1)OP(OC1=CC=CC=C1)=O